(R)-1-(7-(7,8-difluoro-3-hydroxynaphthalen-1-yl)-8-fluoro-2-(((2R,7aS)-2-fluorohexahydro-1H-pyrrolizin-7a-yl)methoxy)pyrido[4,3-d]pyrimidin-4-yl)-3-methylpiperidin-3-ol FC1=CC=C2C=C(C=C(C2=C1F)C1=C(C=2N=C(N=C(C2C=N1)N1C[C@@](CCC1)(O)C)OC[C@]12CCCN2C[C@@H](C1)F)F)O